C(C)[C@@H]1[C@@H](C[C@H](N(C1)C1=CC(N(C=2C=CC(=NC12)C#N)C)=O)C)OC1=NC=C(C=C1)OC(C)C |&1:2| 8-((2R,4R,SR)-5-ethyl-4-((5-isopropoxypyridin-2-yl)oxy)-2-methylpiperidin-1-yl)-5-methyl-6-oxo-5,6-dihydro-1,5-naphthyridine-2-carbonitrile